4-(benzyloxy)-5-(benzyloxymethyl)-3-fluorotetrahydrofuran-2-carbonitrile C(C1=CC=CC=C1)OC1C(C(OC1COCC1=CC=CC=C1)C#N)F